3-(chlorometh-yl)-5-methyl-1,2,4-oxadiazole ClCC1=NOC(=N1)C